(R)-2-(3-(3-chloropyridin-2-yloxy)pyrrolidin-1-yl)-5-(pyridin-2-yl)benzamide ClC=1C(=NC=CC1)O[C@H]1CN(CC1)C1=C(C(=O)N)C=C(C=C1)C1=NC=CC=C1